O=C1[C@H]2[C@@H]([C@@H]3N1[C@H](OC3)C3=CC=CC=C3)[C@@H]2C(=O)OCC ethyl (3R,5aS,6S,6aR,6bS)-5-oxo-3-phenylhexahydro-3H-cyclopropa[3,4]pyrrolo[1,2-c]oxazole-6-carboxylate